ClC1=CC(=C(C(=C1)C)C1=CC2=C(N=N1)N(C=N2)CC(=O)N(C)C)O 2-[3-(4-Chloro-2-hydroxy-6-methylphenyl)-7H-imidazo[4,5-c]pyridazin-7-yl]-N,N-dimethylacetamide